methyl 3-(((2S,3R)-2-fluoro-5-(4-fluorophenyl)-1,1-dioxido-7-(trifluoromethyl)-3-(3,3,3-trifluoropropyl)-2,3,4,5-tetrahydrobenzo[b][1,4]thiazepin-8-yl)oxy)-2,2-dimethylpropanoate F[C@@H]1[C@@H](CN(C2=C(S1(=O)=O)C=C(C(=C2)C(F)(F)F)OCC(C(=O)OC)(C)C)C2=CC=C(C=C2)F)CCC(F)(F)F